5-hydroxy-4-(hydroxymethyl)-3,4-dimethylpentanoic acid OCC(C(CC(=O)O)C)(C)CO